C(C)NC(OCCN(C(=O)OC(C)(C)C)C1=C(C=CC(=C1)Cl)CCN)=O (2-((2-(aminoethyl)-5-chlorophenyl) (tert-butoxycarbonyl) amino) ethyl) (ethyl)-carbamate